dimethyl (cyclohexylmethylene)malonate C1(CCCCC1)C=C(C(=O)OC)C(=O)OC